7-((4-bromobenzyl)oxy)-3-chloro-2H-1-benzopyran-2-one BrC1=CC=C(COC2=CC3=C(C=C(C(O3)=O)Cl)C=C2)C=C1